rac-N-[(3S,4R)-7-methyl-6-oxo-4-({[(1s,4S)-4-(propan-2-yl)cyclohexyl]oxy}methyl)-1,3,4,6-tetrahydro-2H-quinolizin-3-yl]methanesulfonamide CC=1C(N2[C@H]([C@H](CCC2=CC1)NS(=O)(=O)C)COC1CCC(CC1)C(C)C)=O |r|